2-(2,6-Dioxopiperidin-3-yl)-1-oxo-2,3-dihydro-isoindol O=C1NC(CCC1N1C(C2=CC=CC=C2C1)=O)=O